C1(CC1)N1C=NC2=C1C=C(C(=C2F)C#CC2=NN(C(=C2C(=O)N)NC)[C@@H]2CN([C@H](C2)COC)CC#C)F 3-[2-(1-cyclopropyl-4,6-difluoro-1,3-benzodiazol-5-yl)ethynyl]-1-[(3S,5R)-5-(methoxymethyl)-1-(prop-2-ynyl)pyrrolidin-3-yl]-5-(methylamino)pyrazole-4-carboxamide